5,6-diaminouracil sulfate salt S(=O)(=O)(O)O.NC=1C(NC(NC1N)=O)=O